C1(CC1)[C@@](CN1N=C(C(=C1NC1=NC=NC(=C1)N1N=C(C=C1C)C)C)C1=CC=C(C=C1)F)(C)O |r| (±)-2-cyclopropyl-1-[5-{[6-(3,5-dimethyl-1H-pyrazol-1-yl)pyrimidin-4-yl]amino}-3-(4-fluorophenyl)-4-methyl-1H-pyrazol-1-yl]propan-2-ol